ClC1=C(C=CC=C1)[C@@H](C)OC(=O)NC1=C(SC=C1)C1=CC=C(C(=N1)C)NC(=O)C1C(C1C(=O)OC)(F)F methyl 3-((6-(3-((((R)-1-(2-chlorophenyl)ethoxy)carbonyl)amino)thiophen-2-yl)-2-methylpyridin-3-yl)carbamoyl)-2,2-difluorocyclopropane-1-carboxylate